ClC=1C=C(OC=2C=C3C=C(NC3=CC2)C(=O)NS(=O)(=O)C2=C(C=C(C=C2)F)S(=O)(=O)C(F)(F)F)C=CC1Cl 5-(3,4-dichlorophenoxy)-N-((4-fluoro-2-((trifluoromethyl)sulfonyl)phenyl)sulfonyl)-1H-indole-2-carboxamide